N(C(=S)N)C=1C=C(C=CC1)CC(=O)OC methyl 2-(3-thioureidophenyl)acetate